2-[[(5S,7S)-7-Fluoro-5-phenyl-6,7-dihydro-5H-pyrrolo[1,2-b][1,2,4]triazol-2-yl]sulfanyl]acetonitril F[C@H]1C[C@H](N2N=C(N=C21)SCC#N)C2=CC=CC=C2